CNC(=O)C1C(C1)C1=CC=CC2=CC=CC=C12 N-methyl-2-naphthalen-1-ylcyclopropane-1-carboxamide